(R)-5-(1-(3,5-Dichloropyridin-4-yl)ethoxy)-N-(1-((1-Ethylpiperidin-4-yl)methyl)-1H-Pyrazol-4-yl)-1H-Indazol-3-Carboxamid ClC=1C=NC=C(C1[C@@H](C)OC=1C=C2C(=NNC2=CC1)C(=O)NC=1C=NN(C1)CC1CCN(CC1)CC)Cl